CC=1C=C(C#N)C=CC1OC(COC1=CC(=CC=C1)C1=CC=NN1C)C 3-methyl-4-((1-(3-(1-methyl-1H-pyrazol-5-yl)phenoxy)propan-2-yl)oxy)benzonitrile